1-benzyl-4-(((3R,5S)-1-(tert-butoxycarbonyl)-5-(methoxycarbonyl)pyrrolidin-3-yl)oxy)pyridin-1-ium C(C1=CC=CC=C1)[N+]1=CC=C(C=C1)O[C@H]1CN([C@@H](C1)C(=O)OC)C(=O)OC(C)(C)C